CN(C(=O)C1=NC=CC=C1)C1=CC(=CC=C1)COC(CCNC)C1=CC=CC=C1 N-methyl-N-(3-((3-(methylamino)-1-phenylpropoxy)methyl)phenyl)pyridinecarboxamide